5-cyano-2-(difluoromethyl)-6-hydroxy-pyridine-3-carboxylic acid C(#N)C=1C=C(C(=NC1O)C(F)F)C(=O)O